Cl.FC1(CC2(C1)C[C@H](N(CC2)CC2=C1C=CNC1=C(C=C2OC)C)C2=CC=C(C(=O)O)C=C2)F (S)-4-(2,2-difluoro-7-((5-methoxy-7-methyl-1H-indol-4-yl)methyl)-7-azaspiro[3.5]nonan-6-yl)benzoic acid hydrochloride salt